C(#N)C=1C=C(C=CC1F)NC(=O)C1=C(C=CN1C)F 5-((3-cyano-4-fluorophenyl)carbamoyl)-4-fluoro-1-methyl-1H-pyrrole